N-(2-chloro-4,5-difluoro-3-iodophenyl)-N-(propylsulfonyl)propane-1-sulfonamide ClC1=C(C=C(C(=C1I)F)F)N(S(=O)(=O)CCC)S(=O)(=O)CCC